methyl 3-((6-aminopyridazin-3-yl)methyl)-5,5-difluoro-2-oxopiperidine-3-carboxylate NC1=CC=C(N=N1)CC1(C(NCC(C1)(F)F)=O)C(=O)OC